C(C)(C)(C)N(C(O)=O)C1CCN(CC1)C=1OC(=NN1)C1=CC=C(C=C1)Cl.COC1=C(C(=O)NCC=2OC(=NN2)C=2SC=CC2)C=CC(=C1)NCCNC 2-methoxy-4-((2-(methylamino)ethyl)amino)-N-((5-(thiophen-2-yl)-1,3,4-oxadiazol-2-yl)Methyl)benzamide tert-butyl-(1-(5-(4-chlorophenyl)-1,3,4-oxadiazol-2-yl)piperidin-4-yl)carbamate